C1(=CC=CC=C1)NC(CCCCCCCNC(C(C(F)(F)F)(O)O)=O)=O N-phenyl-8-(3,3,3-trifluoro-2,2-dihydroxypropanamido)octanamide